C(C=C)(=O)N1C[C@@H](CCC1)N1N=C(C=2C1=NC=NC2N)C2=CC=C(C1=C2OCO1)NC(C1=CC=C(C=C1)OC)=O (R)-N-(7-(1-(1-acryloylpiperidin-3-yl)-4-amino-1H-pyrazolo[3,4-d]pyrimidin-3-yl)benzo[d][1,3]dioxol-4-yl)-4-methoxybenzamide